C(C)OC(=O)[C@H]1C2CCC([C@@H]1NC1=NC(=NN3C1=CC=C3CNC)C3=CN(C1=NC=C(C=C13)F)S(=O)(=O)C1=CC=C(C)C=C1)CC2 (1R,2S,3S,4R)-ethyl-3-((2-(5-fluoro-1-tosyl-1H-pyrrolo[2,3-b]pyridin-3-yl)-7-((methylamino)methyl)pyrrolo[2,1-f][1,2,4]triazin-4-yl)amino)bicyclo[2.2.2]octane-2-carboxylate